(S)-18-amino-22-azido-17-oxo-4,7,10,13-tetraoxa-16-azadocosane N[C@H](C(NCCOCCOCCOCCOCCC)=O)CCCCN=[N+]=[N-]